ClC1=C(C(=CC=C1Cl)OCOCC[Si](C)(C)C)[C@@H]1[C@H](N(C(C1)=O)C1CN(C1)C(=O)OC(C)(C)C)C |o1:17,18| tert-butyl 3-[(2R,3R)-rel-3-(2,3-dichloro-6-[[2-(trimethylsilyl)ethoxy]methoxy]phenyl)-2-methyl-5-oxopyrrolidin-1-yl]azetidine-1-carboxylate